C(CCC)NC(=S)NC1=CC=CC=C1 butyl-N'-Phenylthiourea